methyl 3-((3aR,5s,6aS)-5-(5-methyl-1-(1-methyl-1H-pyrazol-4-yl)-1H-indazol-6-yl)hexahydrocyclopenta[c]pyrrol-2(1H)-yl)piperidine-1-carboxylate CC=1C=C2C=NN(C2=CC1C1C[C@@H]2[C@@H](CN(C2)C2CN(CCC2)C(=O)OC)C1)C=1C=NN(C1)C